(2R,3R)-2-Methylpyrrolidin-3-amine C[C@H]1NCC[C@H]1N